tert-butyl ((3-(2,6-dioxopiperidin-3-yl)-2-methylquinolin-7-yl)methyl)carbamate O=C1NC(CCC1C=1C(=NC2=CC(=CC=C2C1)CNC(OC(C)(C)C)=O)C)=O